NC=1N=NC(=CC1N1C[C@H]2CC[C@@H](C1)N2C2=CC=C(OCCN1CCN(CC1)C(=O)OCC1=CC=CC=C1)C=C2)C2=C(C=CC=C2)O benzyl 4-(2-(4-((1R,5S)-3-(3-amino-6-(2-hydroxyphenyl)pyridazin-4-yl)-3,8-diazabicyclo[3.2.1]octan-8-yl)phenoxy)ethyl)piperazine-1-carboxylate